11-oxo-4,7-dioxa-10-azatridecanoate O=C(NCCOCCOCCC(=O)[O-])CC